6-((3-fluorophenyl)(hydroxy)methyl)-N2-methyl-N4-((1S,2S)-2-methylcyclopropyl)pyridine-2,4-dicarboxamide FC=1C=C(C=CC1)C(C1=CC(=CC(=N1)C(=O)NC)C(=O)N[C@@H]1[C@H](C1)C)O